9-methyl-1-(3,4,5-trimethoxyphenyl)-2,3,4,9-tetrahydro-1H-pyrido[2,3-b]Indole CN1C2=C(C3=CC=CC=C13)CCCN2C2=CC(=C(C(=C2)OC)OC)OC